C(C)(C)(C)OC(=O)N1C2=C(C(=C1)C(C)C)C(=C(S2)Br)C 2-Bromo-4-isopropyl-3-methyl-thieno[2,3-b]pyrrole-6-carboxylic acid tert-butyl ester